C1(CC1)C=1C=CC=2N(C1)C=C(N2)CNC2=NC=NC(=C2)NCC2=C(C=C(C=C2)OC)OC N4-((6-cyclopropylimidazo[1,2-a]pyridin-2-yl)methyl)-N6-(2,4-dimethoxybenzyl)pyrimidine-4,6-diamine